ClC=1C(=CC2=C(N=C(O2)NC=2C=C(C(=O)NO)C=CN2)C1)Cl 2-((5,6-dichlorobenzo[d]oxazol-2-yl)amino)-N-hydroxyisonicotinamide